BrC1=CC(=C(C(=C1)C)N1N=C2N=C(NC(C2=C1)=O)OCC)C 2-(4-bromo-2,6-dimethylphenyl)-6-ethoxy-2,5-dihydro-4H-pyrazolo[3,4-d]pyrimidin-4-one